4-(3-hydroxyprop-1-enyl)phenol OCC=CC1=CC=C(C=C1)O